1,5-dimethyl-2-cyanopyrrole CN1C(=CC=C1C)C#N